Triethyl-phosphoric acid C(C)OP(OCC)(OCC)=O